3-(1-oxo-5-(((1S,2S)-2-(3-(2-(trifluoromethyl)pyridin-4-yl)azetidin-1-yl)cyclohex-yl)oxy)isoindolin-2-yl)piperidine-2,6-dione O=C1N(CC2=CC(=CC=C12)O[C@@H]1[C@H](CCCC1)N1CC(C1)C1=CC(=NC=C1)C(F)(F)F)C1C(NC(CC1)=O)=O